1-(2-chloro-3,6-difluorophenyl)ethan-1-one ClC1=C(C(=CC=C1F)F)C(C)=O